ethyl (s)-2-(4-(dibenzylamino)phenyl)-3,3,3-trifluoro-2-hydroxypropanoate C(C1=CC=CC=C1)N(C1=CC=C(C=C1)[C@](C(=O)OCC)(C(F)(F)F)O)CC1=CC=CC=C1